3-((2-((2,4,6-trioxo-tetrahydropyrimidin-5(6H)-ylidene)methyl)phenoxy)methyl)benzoic acid O=C1NC(C(C(N1)=O)=CC1=C(OCC=2C=C(C(=O)O)C=CC2)C=CC=C1)=O